5-(3-ethylimidazo[1,2-a]pyrimidin-6-yl)-N-(cis-3-(4-methylpiperazin-1-yl)cyclobutyl)pyrrolo[2,1-f][1,2,4]triazin-2-amine C(C)C1=CN=C2N1C=C(C=N2)C=2C=CN1N=C(N=CC12)N[C@@H]1C[C@@H](C1)N1CCN(CC1)C